(S)-2-amino-3-(4-methyl-1H-indol-3-yl)propionic acid N[C@H](C(=O)O)CC1=CNC2=CC=CC(=C12)C